N-{[5-(cyclopropylmethoxy)-2-fluorophenyl]methyl}-5-{2-acetamidoimidazo[1,2-b]pyridazin-6-yl}-2-methoxy-6-methylpyridine-3-carboxamide C1(CC1)COC=1C=CC(=C(C1)CNC(=O)C=1C(=NC(=C(C1)C=1C=CC=2N(N1)C=C(N2)NC(C)=O)C)OC)F